[N+](=O)([O-])C1=CC=C(C=C1)S(=O)(=O)N1CCSCC1 4-(4-nitrophenylsulfonyl)thiomorpholine